C[Si](CCOCN1C=NC(=C1)C=NO)(C)C 1-((2-(trimethylsilyl)ethoxy)methyl)-1H-imidazole-4-carbaldehyde oxime